NCC=1C=C(C=CC1)C=1C=C(C2=C(C(=C(O2)C(=O)OC(C)(C)C)COC2=C(C=CC=C2)CC(=O)OCC)C1)C1=CC(=CC=C1)CN tert-butyl 5,7-bis(3-(aminomethyl)phenyl)-3-((2-(2-ethoxy-2-oxoethyl)phenoxy)methyl)benzofuran-2-carboxylate